C(C)N1C=C(C=C(C1=O)C=1C=NN(C1O)C)C(=O)OC methyl 1-ethyl-5-(5-hydroxy-1-methyl-1H-pyrazol-4-yl)-6-oxo-1,6-dihydropyridine-3-carboxylate